COCOCC/C=C/CC[Mg]I (3E)-6-(methoxymethoxy)-3-hexenyl-magnesium iodide